C1(OCC(C(F)(F)F)O1)=O trifluoropropylen Carbonat